C(C)(C)(C1=CC=CC=C1)C(C(C(C)(C1=CC=CC=C1)C)(C1=CC=CC=C1)C)C(C)(C)C1=CC=CC=C1 dicumyl-(dimethyldiphenylbutane)